F[C@@H]1[C@@H]2CCC[C@H](C[C@H]1C(=C)C=1N=CC(=NC1)C=1C(=CC(=NC1)N1C=NC=C1)O)N2 5-(5-(1-((1S,2S,3S,5R)-2-fluoro-9-azabicyclo[3.3.1]non-3-yl)vinyl)pyrazin-2-yl)-2-(1H-imidazol-1-yl)pyridin-4-ol